C(C=C)(=O)N1C2CCC(C1C1=NC=3C(=NC=CC3C3=CC(=C(CNC(=O)C4=NC(=NO4)C(C)(C)C)C=C3)F)N1)C2 N-(4-(2-(2-Acryloyl-2-azabicyclo[2.2.1]heptan-3-yl)-3H-imidazo[4,5-b]pyridin-7-yl)-2-fluorobenzyl)-3-(tert-butyl)-1,2,4-oxadiazole-5-carboxamide